C(C)(C)(C)[Si](OC(CNC(OC(C)(C)C)=O)CS)(C)C tert-butyl (2-((tertbutyldimethylsilyl)oxy)-3-mercaptopropyl)carbamate